1-(6-quinolinyl)-2-phenylethane N1=CC=CC2=CC(=CC=C12)CCC1=CC=CC=C1